C1=CC=C(C=C1)C[C@@H](C(=O)O)NC(=O)CN The molecule is a dipeptide formed from glycine and L-phenylalanine residues. It has a role as a metabolite. It is an enantiomer of a Gly-Phe zwitterion.